COC(=O)C1=CC=CC=2C=C(OC21)CN.O=C2N(CC=1C2=NC=CC1)CC=1OC2=C(C1)C=CC=C2C(=O)OC Methyl 2-((7-oxo-5,7-dihydro-6H-pyrrolo[3,4-b]pyridin-6-yl)methyl)benzofuran-7-carboxylate Methyl-2-(aminomethyl)benzofuran-7-carboxylate